3-(4-(6-(tert-butylsulfonyl)-7-methoxyimidazo[1,2-a]pyridin-3-yl)-1H-pyrazol-1-yl)propan-1-ol C(C)(C)(C)S(=O)(=O)C=1C(=CC=2N(C1)C(=CN2)C=2C=NN(C2)CCCO)OC